C(C1=CC=CC=C1)OC1=C(C=C(C(=C1)F)[N+](=O)[O-])OC 1-(benzyloxy)-5-fluoro-2-methoxy-4-nitrobenzene